C(C1=CC=CC=C1)OC1=C(C(=CC(=C1)O)O)C(=O)N1CC2=C(C=CC=C2CC1)NC1CS(CC1)(=O)=O (2-(Benzyloxy)-4,6-dihydroxyphenyl)(8-((1,1-dioxidotetrahydrothiophen-3-yl)amino)-3,4-dihydroisoquinolin-2(1H)-yl)methanone